FC(CC=1NC(C2=C(N1)N(C=C2I)C)=O)F (2,2-difluoroethyl)-5-iodo-7-methyl-3H-pyrrolo[2,3-d]pyrimidin-4(7H)-one